O[C@H]1CN(C[C@@H]1O)C=1C=CC2=C(NC(=N2)C2=CC(=CN2)C(=O)C2=C(C=CC=C2)C(F)(F)F)C1 (5-(6-((3S,4S)-3,4-dihydroxypyrrolidin-1-yl)-1H-benzo[d]imidazol-2-yl)-1H-pyrrol-3-yl)(2-(trifluoromethyl)phenyl)methanone